COC(=O)C1=CC2=C(N=C(S2)N)C(=C1)OC.ClC1=C(C=CC(=C1)Cl)C=1N=C(OC1C1=C(N(C2=CC=CC=C12)C)C1=CC=CC=C1)C 4-(2,4-dichlorophenyl)-2-methyl-5-(1-methyl-2-phenyl-1H-indol-3-yl)oxazole Methyl-2-amino-4-methoxy-1,3-benzothiazole-6-carboxylate